N-(5-(4-chloro-2-(3-((4-methylpiperazin-1-yl)methyl)phenyl)-1H-pyrrolo[2,3-b]pyridin-3-yl)-2-methylphenyl)acrylamide ClC1=C2C(=NC=C1)NC(=C2C=2C=CC(=C(C2)NC(C=C)=O)C)C2=CC(=CC=C2)CN2CCN(CC2)C